BrC1=C(C=CC(=C1)F)[C@H]1[C@@H](C1)C(=O)OCC |r| rac-ethyl (1R,2R)-2-(2-bromo-4-fluorophenyl)cyclopropane-1-carboxylate